1-(3,6-dichloropyridazin-4-yl)ethyl (1-methyl-4-(6-methyl-5-(methylsulfonamido) pyridin-2-yl)-1H-1,2,3-triazol-5-yl)carbamate CN1N=NC(=C1NC(OC(C)C1=C(N=NC(=C1)Cl)Cl)=O)C1=NC(=C(C=C1)NS(=O)(=O)C)C